(fluoro((1-methyl-3-(trifluoromethyl)-1H-pyrazol-4-yl)sulfonyl)methyl)piperidine-1-carboxylic acid tert-butyl ester C(C)(C)(C)OC(=O)N1C(CCCC1)C(S(=O)(=O)C=1C(=NN(C1)C)C(F)(F)F)F